2-((1S,4r)-4-((S)-2-Hydroxy-N-methylpropanamido)cyclohexyl)-6-methoxy-N-(pyrazolo[1,5-a]pyrimidin-3-yl)-2H-indazole-5-carboxamide O[C@H](C(=O)N(C)C1CCC(CC1)N1N=C2C=C(C(=CC2=C1)C(=O)NC=1C=NN2C1N=CC=C2)OC)C